(2R,3aS,6S,6aR)-6-((2-amino-3-methylquinolin-7-yl)methyl)-2-(4-amino-7H-pyrrolo[2,3-d]pyrimidin-7-yl)hexahydro-3aH-cyclopenta[b]furan-3,3a-diol NC1=NC2=CC(=CC=C2C=C1C)C[C@@H]1CC[C@]2([C@@H]1O[C@H](C2O)N2C=CC1=C2N=CN=C1N)O